C(C)(C)(C)C1=C(C=C(C=N1)C=1N=C2SCC(CN2C(C1C#N)=O)CN(C)C)F 8-(6-tert-butyl-5-fluoropyridin-3-yl)-3-[(dimethylamino)methyl]-6-oxo-2H,3H,4H,6H-pyrimido[2,1-b][1,3]thiazine-7-carbonitrile